(2,6-Dioxopiperidin-3-yl)-6'-oxa-7',8'-dihydro-6'H-spiro[azetidine-3,2'-pyrano[2,3-f]isoindole]-1-carboxylic acid tert-butyl ester C(C)(C)(C)OC(=O)N1CC2(C(=CC=3C(=CC=4CNOC4C3)O2)C2C(NC(CC2)=O)=O)C1